COC1=CC=CC2=C1NC(=CC2=O)C(=O)O 8-methoxykynurenate